O=C1N(C(CCC1N1C(C2=CC=C(C=C2C1)O[C@H]1CN(C[C@@H](C1)O)C(=O)OC(C)(C)C)=O)=O)COCC[Si](C)(C)C tert-butyl (3R,5R)-3-((2-(2,6-dioxo-1-((2-(trimethylsilyl)ethoxy)methyl)piperidin-3-yl)-1-oxoisoindolin-5-yl)oxy)-5-hydroxypiperidine-1-carboxylate